CN(CCCOC1=CC=C(C=N1)C1=CC=2C3=C(C=NC2C=C1F)N(C(N3C(C)C)=O)C)C 8-[6-[3-(Dimethylamino)propoxy]-3-pyridyl]-7-fluoro-1-isopropyl-3-methylimidazo[4,5-c]chinolin-2-on